ethyl hexenoate C(C=CCCC)(=O)OCC